azino-bis[3-ethylbenzothiazoline-6-sulfonic acid] diammonium salt [NH4+].[NH4+].N(N=S1CN(C2=C1C=C(C=C2)S(=O)(=O)[O-])CC)=S2CN(C1=C2C=C(C=C1)S(=O)(=O)[O-])CC